(6-chloro-2,3,4-trihydroxyphenyl)(4-ethylphenyl)methanone tert-Butyl-N-[6-chloro-3-(1-tetrahydropyran-2-ylpyrazol-4-yl)-1H-indol-4-yl]carbamate C(C)(C)(C)OC(NC1=C2C(=CNC2=CC(=C1)Cl)C=1C=NN(C1)C1OCCCC1)=O.ClC1=CC(=C(C(=C1C(=O)C1=CC=C(C=C1)CC)O)O)O